C(C)(C)C1=C(C=CC(=C1)C)NC(=S)NC(=O)NCC1=CC=C(C=C1)C1=NN(C=N1)C1=CC=C(C=C1)OC(F)(F)F 1-[(2-isopropyl-4-methyl-phenyl)carbamothioyl]-3-[[4-[1-[4-(trifluoromethoxy)phenyl]-1H-1,2,4-triazol-3-yl]phenyl]methyl]urea